2-fluoro-8-methyl-8-(1-(1-methylcyclopropyl)-1H-pyrazol-3-yl)-7,8-dihydro-6H-cyclopenta[e]pyrazolo[1,5-a]pyrimidine-6-carboxylic acid FC1=NN2C(N=CC3=C2C(CC3C(=O)O)(C3=NN(C=C3)C3(CC3)C)C)=C1